C1(CC1)CN1C(=CC=2C1=NC(=CC2)CC)C=2N=C1N(C(=CC(=C1)C=O)OC)C2C [2-[1-(cyclopropylmethyl)-6-ethylpyrrolo[2,3-b]pyridin-2-yl]-5-methoxy-3-methylimidazo[1,2-a]pyridin-7-yl]methanone